N-((4,4-difluorocyclohexyl)methyl)-6-fluoro-8-hydroxy-4-oxo-4H-chromene-2-carboxamide FC1(CCC(CC1)CNC(=O)C=1OC2=C(C=C(C=C2C(C1)=O)F)O)F